(S)-4-(2-Chloroacetamido)-5-((2,6-dichloropyridin-4-yl)methoxy)-5-oxopentanoic acid ClCC(=O)N[C@@H](CCC(=O)O)C(=O)OCC1=CC(=NC(=C1)Cl)Cl